1-Naphthoyl-formic acid C1(=CC=CC2=CC=CC=C12)C(=O)C(=O)O